1-n-octadecyl-1,1,3,3,3-pentamethoxy-1,3-disilapropane C(CCCCCCCCCCCCCCCCC)[Si](C[Si](OC)(OC)OC)(OC)OC